(4S)-4-methyloxazolidin-2-one C[C@@H]1NC(OC1)=O